O[C@@H]1CN(CC1)C1=NC=2N(C(=N1)NCC1=CC=C(C=C1)NC(C)=O)N=CC2C(C)C (S)-N-(4-(((2-(3-Hydroxypyrrolidin-1-yl)-8-isopropylpyrazolo[1,5-a][1,3,5]triazin-4-yl)amino)methyl)phenyl)acetamide